4-(5-Cyano-2-methoxyphenyl)-6-methyl-N-(5-(pyrrolidin-1-ylsulfonyl)-5,6-dihydro-4H-pyrrolo[3,4-d]thiazol-2-yl)nicotinamide C(#N)C=1C=CC(=C(C1)C1=CC(=NC=C1C(=O)NC=1SC2=C(N1)CN(C2)S(=O)(=O)N2CCCC2)C)OC